OB1O[C@H](CC2=C1C=C(C=C2)C(F)(F)F)C2=CC(=C(C(OC)=N)C=C2)OCC=2C=NC=CC2 Methyl (R)-4-(1-hydroxy-7-(trifluoromethyl)-3,4-dihydro-1H-benzo[c][1,2]oxaborinin-3-yl)-2-(pyridin-3-ylmethoxy)benzimidate